FC1=CC(=CC=2C=3N(CCOC21)C=NC3)C(=O)NC3C(CC(CC3)CC(F)(F)F)C 8-Fluoro-N-(cis-2-methyl-cis-4-(2,2,2-trifluoroethyl)cyclohexyl)-5,6-dihydrobenzo[f]imidazo[1,5-d][1,4]oxazepine-10-carboxamide